O=C1C=CC(=CN1C(C)C)C(=O)N 6-oxo-1-(propan-2-yl)-1,6-dihydropyridine-3-carboxamide